C(C)(C)(C)OC(=O)N1CCN(CC1)C1=NC(=C(C=2CNCCC12)C#N)N1CCN(CC1)C(=O)OC(C)(C)C Di-tert-butyl-4,4'-(4-cyano-5,6,7,8-tetrahydro-2,6-naphthyridine-1,3-diyl)bis(piperazine-1-carboxylate)